C(=O)(O)C1=CC(=C(OC=2C=C(C=C(C(=O)O)C2)C(=O)O)C=C1)[N+](=O)[O-] 5-(4-carboxy-2-nitrophenoxy)-isophthalic acid